(4-(4-bromophenyl)piperazin-1-yl)(naphthalen-1-yl)methanone BrC1=CC=C(C=C1)N1CCN(CC1)C(=O)C1=CC=CC2=CC=CC=C12